C(C)(C)(C)OC(=O)N1CC(=CC1=O)C1=CC(=C(C=C1)C=1N=CC(=NC1)N([C@H]1[C@H]([C@@H]2CC[C@H](C1)N2C(=O)OC(C)(C)C)F)C)OCOC tert-butyl (1S,2R,3R,5R)-3-[(5-[4-[1-(tert-butoxycarbonyl)-5-oxo-2H-pyrrol-3-yl]-2-(methoxymethoxy)phenyl]pyrazin-2-yl)(methyl)amino]-2-fluoro-8-azabicyclo[3.2.1]octane-8-carboxylate